BrC1=NC=CC(=C1)C(F)(F)F 2-bromo-4-(trifluorometh-yl)pyridine